(4-{dimethoxy-[4-(4-hydroxyphenylthio)phenyl]methyl}phenyl)diphenylsulfonium nonafluorobutanesulfonate FC(C(C(C(S(=O)(=O)[O-])(F)F)(F)F)(F)F)(F)F.COC(C1=CC=C(C=C1)[S+](C1=CC=CC=C1)C1=CC=CC=C1)(C1=CC=C(C=C1)SC1=CC=C(C=C1)O)OC